diaminoDicyclohexylpropane NC(C(C)(C1CCCCC1)C1CCCCC1)N